ClC1=C(C(=O)NC2=C3C=NN(C3=CC=C2)C=2C=NC(=CC2)OC)C=C(C=C1)CNC(=O)C1(CC1)C(F)(F)F 2-Chloro-N-[1-(6-methoxypyridin-3-yl)-1H-indazol-4-yl]-5-[({[1-(trifluoromethyl)cyclopropyl]carbonyl}amino)methyl]benzamide